N-(1-hydroxy-3-morpholinopropan-2-yl)-2-methyl-5-((4-methylthiazol-5-yl)methoxy)benzofuran OCC(CN1CCOCC1)N1CSC(=C1C)COC=1C=CC2=C(C=C(O2)C)C1